ClC1=CC=C2C=CC=NC2=C1NS(=O)(=O)C1=NC=CC=C1F N-(7-chloro-quinolin-8-yl)-3-fluoro-pyridine-2-sulfonamide